OCCS(=O)(=O)O.CN(C)C1CCCCC1 N,N-dimethylcyclohexylamine 2-hydroxyethanesulfonate